CC1=CC=C(C=C1)S(=O)(=O)OCCOCCOCCOCCOCCNC(=O)OC(C)(C)C 2-[2-[2-[2-[2-(tert-butoxycarbonylamino)ethoxy]ethoxy]ethoxy]ethoxy]ethyl 4-methylbenzenesulfonate